C(C)C(COC([C@@H](NP(=O)(OC1=CC=C(C=C1)[N+](=O)[O-])OC1=CC=C(C=C1)[N+](=O)[O-])C)=O)CC (Bis(4-nitrophenoxy)phosphoryl)-L-alanine 2-ethylbutyl ester